N1=CC=C(C=C1)C(=O)OC methyl γ-picolinate